(S)-N-(5-(cyclopropylmethoxy)pyridin-2-yl)-2-((S)-4,4-difluoro-3-(1-methyl-1H-pyrazol-3-yl)piperidin-1-yl)propanamide C1(CC1)COC=1C=CC(=NC1)NC([C@H](C)N1C[C@H](C(CC1)(F)F)C1=NN(C=C1)C)=O